BrC1=CC2=C(CC3(CCN(CC3)C)O2)C=C1 6-bromo-1'-methyl-spiro[3H-benzofuran-2,4'-piperidine]